(1r,4r)-4-((5-(imidazo[1,2-a]pyrimidin-6-yl)-4-methoxypyrrolo[2,1-f][1,2,4]triazin-2-yl)amino)-1-methylcyclohexane-1-carbonitrile N=1C=CN2C1N=CC(=C2)C=2C=CN1N=C(N=C(C12)OC)NC1CCC(CC1)(C#N)C